3-(1-cyano-1-methyl-ethyl)-N-(4-methyl-3-nitro-phenyl)benzamide C(#N)C(C)(C)C=1C=C(C(=O)NC2=CC(=C(C=C2)C)[N+](=O)[O-])C=CC1